CCC1=CC2=C(C=C1)[C@]3(CCCC(C3CC2)(C)C)C 18-norabieta-8,11,13-triene